[Cl-].C(CCCCC)[N+]1=C(C=CC=C1)CC 1-Hexyl-2-ethylpyridinium chlorid